3-(bromophenyl)propylene BrC1=C(C=CC=C1)CC=C